BENZO[E][1]BENZOFURAN C1=COC2=C1C1=C(C=C2)C=CC=C1